FC(C1=CC=C(CN2C3=C(C4=C(C2=O)CNC4)C=NN3)C=C1)(F)F 4-(4-(trifluoromethyl)benzyl)-4,6,7,8-tetrahydropyrazolo[3,4-b]pyrrolo[3,4-d]pyridine-5(3H)-one